C1(=CC(=CC=C1)C1=NC=CC(=C1)\C=C/1\C(NC(S1)=O)=O)C (Z)-5-((2-(m-tolyl)pyridin-4-yl)methylene)thiazolidine-2,4-dione